(R)-5-(((4-(4-(3-(3-(((1-acetylpiperidin-4-yl)amino)methyl)-1-methyl-1H-pyrrolo[2,3-b]pyridin-6-yl)-2-chlorophenyl)-3-chloropyridin-2-yl)-2-methoxybenzyl)amino)methyl)pyrrolidin-2-one C(C)(=O)N1CCC(CC1)NCC1=CN(C2=NC(=CC=C21)C=2C(=C(C=CC2)C2=C(C(=NC=C2)C2=CC(=C(CNC[C@H]1CCC(N1)=O)C=C2)OC)Cl)Cl)C